N,N-dimethylaminomethyl-trimethoxysilane CN(C)C[Si](OC)(OC)OC